2-amino-1,3-thiazole-5-carboxylic acid NC=1SC(=CN1)C(=O)O